C(#C)C1=CC=C(C=C1)C(C)O 1-(4-ethynylphenyl)ethan-1-ol